[NH3+]CC1=CC=C(COCC=2C=CC=C3C(=C(NC23)C(=O)[O-])C2=CC(=C(C=C2)CS(=O)(=O)C)F)C=C1.ClC1=CC=C(C=C1)P(C1=CC=C(C=C1)Cl)C1=CC=C(C=C1)Cl tri(p-chlorophenyl)phosphine 7-(((4-(Ammoniomethyl)benzyl)oxy)methyl)-3-(3-fluoro-4-((methylsulfonyl)methyl)phenyl)-1H-indole-2-carboxylate